tert-butyl 5-[1-(cyclopropylmethyl)-5-[4-(5-fluoro-3-methoxy-2-pyridyl)piperazine-1-carbonyl]-7-(2-methoxyphenyl)indol-2-yl]-3,6-dihydro-2H-pyridine-1-carboxylate C1(CC1)CN1C(=CC2=CC(=CC(=C12)C1=C(C=CC=C1)OC)C(=O)N1CCN(CC1)C1=NC=C(C=C1OC)F)C1=CCCN(C1)C(=O)OC(C)(C)C